2,4-dimethyl-1-propylimidazole CC=1N(C=C(N1)C)CCC